CN(C)CC=1C=NC(=NC1)N1CCC(CC1)N1C2=C(N(C(C1=O)=O)C)C=CC(=N2)OC 4-(1-(5-((dimethylamino)methyl)pyrimidin-2-yl)piperidin-4-yl)-6-methoxy-1-methyl-1,4-diHydropyrido[2,3-b]pyrazine-2,3-dione